methyl 2-[2-(2-{5'-fluoro-1',3-dimethyl-[4,6'-biindazol]-1-yl}acetamido)acetamido]acetate FC=1C=C2C=NN(C2=CC1C=1C=2C(=NN(C2C=CC1)CC(=O)NCC(=O)NCC(=O)OC)C)C